3-(4-pyridyl)isoxazole N1=CC=C(C=C1)C1=NOC=C1